6-chloro-3-(1-chloroethyl)-2-methylpyridine ClC1=CC=C(C(=N1)C)C(C)Cl